2-oxo-2H-[1,2'-bipyridine] O=C1N(C=CC=C1)C1=NC=CC=C1